2-(4-Hydroxyphenyl)-2-(2,4-dihydroxyphenyl)propane OC1=CC=C(C=C1)C(C)(C)C1=C(C=C(C=C1)O)O